1-Azabicyclo[3.2.2]nonan-4-yl (2-(3-(6-ethoxypyridazin-3-yl)phenyl)propan-2-yl)carbamate C(C)OC1=CC=C(N=N1)C=1C=C(C=CC1)C(C)(C)NC(OC1CCN2CCC1CC2)=O